3-chloro-N-(4-{1-[(phenylsulfonyl)carbamoyl]cyclobutyl}phenyl)benzamide ClC=1C=C(C(=O)NC2=CC=C(C=C2)C2(CCC2)C(NS(=O)(=O)C2=CC=CC=C2)=O)C=CC1